5-(4-chloro-2-fluorophenyl)-2,3-dimethyl-7-((2s,4r)-2-(1-methyl-1H-pyrazol-4-yl)tetrahydro-2H-pyran-4-yl)pyrido[4,3-d]pyrimidin-4(3H)-one ClC1=CC(=C(C=C1)C1=NC(=CC=2N=C(N(C(C21)=O)C)C)[C@H]2C[C@H](OCC2)C=2C=NN(C2)C)F